S(=O)(=O)(C)C1CN(CCC1)C(=O)OC(C)(C)C tert-butyl 3-mesylpiperidine-1-carboxylate